3-(2-((3r,5r,7r)-adamantan-1-yl)acetoxy)-2-((((3-(diethylamino)propoxy)carbonyl)oxy)methyl)propyl (9Z,12Z)-octadeca-9,12-dienoate C(CCCCCCC\C=C/C\C=C/CCCCC)(=O)OCC(COC(CC12CC3CC(CC(C1)C3)C2)=O)COC(=O)OCCCN(CC)CC